(E)-3-(6-(benzyloxy)-1-(3,5-bis(trifluoromethyl) benzyl)-1H-indol-3-yl)-2-cyanoacrylate C(C1=CC=CC=C1)OC1=CC=C2C(=CN(C2=C1)CC1=CC(=CC(=C1)C(F)(F)F)C(F)(F)F)/C=C(/C(=O)[O-])\C#N